((6-(difluoromethoxy)-2-(3''-fluoro-2,2'-dimethyl-4''-(pyrrolidin-1-ylmethyl)-[1,1':3',1''-terphenyl]-3-yl)benzo[d]oxazol-5-yl)methyl)proline FC(OC1=CC2=C(N=C(O2)C=2C(=C(C=CC2)C2=C(C(=CC=C2)C2=CC(=C(C=C2)CN2CCCC2)F)C)C)C=C1CN1[C@@H](CCC1)C(=O)O)F